1,4-Diamino-2-methyl-benzol Sulfate S(=O)(=O)(O)O.NC1=C(C=C(C=C1)N)C